(2S)-2-amino-N-(2,2-dimethoxyethyl)-N-(2-methylbutyl)acrylamide NC(C(=O)N(C[C@H](CC)C)CC(OC)OC)=C